5-(3,4-dichlorophenoxy)-N-((1-methyl-1H-pyrazol-3-yl)sulfonyl)-1H-indole-2-carboxamide ClC=1C=C(OC=2C=C3C=C(NC3=CC2)C(=O)NS(=O)(=O)C2=NN(C=C2)C)C=CC1Cl